1-{[(1aR,5aR)-2-(2,4-Difluoro-phenyl)-1a,2,5,5a-tetrahydro-1H-2,3-diaza-cyclopropa[a]pentalene-4-carbonyl]-amino}-cyclobutanecarboxylic acid ethyl ester C(C)OC(=O)C1(CCC1)NC(=O)C=1C=2C[C@@H]3[C@H](C2N(N1)C1=C(C=C(C=C1)F)F)C3